3-[5-(difluoromethyl)-1,3,4-oxadiazol-2-yl]-8-fluoro-N-(3-methyloxetan-3-yl)imidazo[1,5-a]pyridine-6-sulfonamide FC(C1=NN=C(O1)C1=NC=C2N1C=C(C=C2F)S(=O)(=O)NC2(COC2)C)F